[O-]P(=O)([O-])OP(=O)([O-])[O-].[O-]P(=O)([O-])OP(=O)([O-])[O-].[O-]P(=O)([O-])OP(=O)([O-])[O-].[Fe+3].[Fe+3].[Fe+3].[Fe+3] The molecule is an iron coordination entity composed from Fe(3+) cations and diphosphate(4-) anions in a 4:3 ratio. It contains a diphosphate(4-).